(S)-N-(1-(3-(2-(ethylamino)pyridin-4-yl)isoxazol-5-yl)ethyl)benzamide C(C)NC1=NC=CC(=C1)C1=NOC(=C1)[C@H](C)NC(C1=CC=CC=C1)=O